C1(=CC=CC=C1)C1=C(C(=C(C(=C1C=1C(=CC=CC1)C1=CC=CC=C1)N)N)C1=C(C(=CC=C1)C1=CC=CC=C1)C=1SC=CC1)C1=C(C(=CC=C1)C1=CC=CC=C1)C=1SC=CC1 (phenyl)bis(phenylthiophenylphenyl)terphenyldiamine